[N+](=O)([O-])C1=CC=C(OC(=O)Cl)C=C1 p-nitrophenoxycarbonyl chloride